2-(2-(3,4-dichlorobenzyl)-1,3-dioxolan-2-yl)-N-hydroxy-2-(hydroxyimino)acetamide ClC=1C=C(CC2(OCCO2)C(C(=O)NO)=NO)C=CC1Cl